FC1=NC(=CC(=C1)N1CCC=2C=C(N=CC2C1)C(=O)O)N1CC(OCC1)C 7-(2-fluoro-6-(2-methylmorpholino)pyridin-4-yl)-5,6,7,8-tetrahydro-2,7-naphthyridine-3-carboxylic acid